imidazol N1C=NC=C1